COC1=CC=C(C=C1)C1=NC(=NC(=N1)C1=CC=C(C=C1O)OCC(=C)C)C1=CC=C(C=C1O)OCC(=C)C 6,6'-(6-(4-methoxyphenyl)-1,3,5-triazine-2,4-diyl)bis(3-((2-methylallyl)oxy)phenol)